4-Methoxy-6-methyl-2H-pyran-2-one COC1=CC(OC(=C1)C)=O